BrC1=C(C=C2C(NC(=NC2=C1Cl)C)=O)I 7-bromo-8-chloro-6-iodo-2-methylquinazolin-4(3H)-one